N4-(4-(trifluoromethyl)-phenyl)pyrimidine-4,6-diamine FC(C1=CC=C(C=C1)NC1=NC=NC(=C1)N)(F)F